CC1=C(C=CC=C1C)C(CC=1C=NSC1)C=1N=CN(C1)C(C1=CC=CC=C1)(C1=CC=CC=C1)C1=CC=CC=C1 4-[2-(2,3-dimethylphenyl)-2-[1-(triphenylmethyl)imidazol-4-yl]ethyl]-1,2-thiazole